N-((2-chloro-6-methoxyphenyl)(methyl)(oxo)-λ6-sulfaneylidene)-2-(7-(5-(chlorodifluoromethyl)-1,2,4-oxadiazol-3-yl)imidazo[1,2-a]pyridin-2-yl)acetamide ClC1=C(C(=CC=C1)OC)S(=NC(CC=1N=C2N(C=CC(=C2)C2=NOC(=N2)C(F)(F)Cl)C1)=O)(=O)C